4-(2-Amino-2-methylpropanoyl)-N-(1-(4-((4-aminoazepan-1-yl)methyl)cyclohex-1-en-1-yl)-2-oxo-1,2-dihydropyrimidin-4-yl)piperazine-1-carboxamide hydrochloride salt Cl.NC(C(=O)N1CCN(CC1)C(=O)NC1=NC(N(C=C1)C1=CCC(CC1)CN1CCC(CCC1)N)=O)(C)C